FC(S(=O)(=O)OC1=NC=2N(C=C1)N=C(N2)N2CCOCC2)(F)F (2-morpholino-[1,2,4]triazolo[1,5-a]pyrimidin-5-yl) trifluoromethanesulfonate